C(C)(=O)OCCC1=CC=CC=C1 Acetic acid, 2-phenylethyl ester